CC1=NC2=C(N1C(C)C)SC(=C2C)C2=NC(=NC=C2F)NC2=NC=C(C=C2)N2CCN(CC(C2)(F)F)CC 4-(2,6-Dimethyl-3-propan-2-ylthieno[2,3-d]imidazol-5-yl)-N-[5-(4-ethyl-6,6-difluoro-1,4-diazepan-1-yl)pyridin-2-yl]-5-fluoropyrimidin-2-amine